Cl.COC([C@]1(NCCC1)COCC1=CC=CC=C1)=O (R)-2-Benzyloxymethyl-proline methyl ester hydrochloride